2,3,5,6-tetramethyl-4-amino-p-phenylenediamine CC1=C(C(=C(C(C1C)(N)N)C)C)N